OC1(CCC(CC1)CNC1=C(C=C(C=C1)S(=O)(=O)N)[N+](=O)[O-])C(F)(F)F 4-((((1r,4r)-4-hydroxy-4-(trifluoromethyl)cyclohexyl)methyl)amino)-3-nitrobenzenesulfonamide